3-bromo-5-[(2-hydroxyethyl)amino]-1-[(3S)-1-(prop-2-enoyl)pyrrolidin-3-yl]pyrazole-4-carboxamide BrC1=NN(C(=C1C(=O)N)NCCO)[C@@H]1CN(CC1)C(C=C)=O